Propylparaben, sodium salt [Na].C(CC)OC(=O)C1=CC=C(O)C=C1